O[C@H]1[C@@H](CCC1)NC1=CC(=NC=N1)NC1=CC(=C2C(=[N+]1[O-])C1(NC2=O)CCCCC1)C 2'-((6-(((1R,2R)-2-hydroxycyclopentyl)amino)pyrimidin-4-yl)amino)-4'-methyl-5'-oxo-5',6'-dihydrospiro[cyclohexane-1,7'-pyrrolo[3,4-b]pyridine] 1'-oxide